C(C)OC(C[C@@H](C1=CC(=CC=C1)OC=1C=C(C=CC1)C)NC(=O)NC=1C(N(C=CC1O)C)=O)=O (S)-3-(3-(4-hydroxy-1-methyl-2-oxo-1,2-dihydropyridin-3-yl)ureido)-3-(3-(m-tolyloxy)phenyl)propanoic acid ethyl ester